CC1=CC=CC(=N1)C1=C(N=CN1)C=1C=C2C=C(C=NC2=CC1)C1=CC=C(CN2C[C@H](CCC2)C(=O)OC2CNC2)C=C1 azetidin-3-yl (S)-1-(4-(6-(5-(6-methylpyridin-2-yl)-1H-imidazol-4-yl)quinolin-3-yl)benzyl)piperidine-3-carboxylate